P(=O)(O)(O)OC[C@@H]1[C@H]([C@H]([C@@H](O1)N1C(=O)N=C(N)C=C1)O)O.C(C)(=O)N[C@@H]1[C@H](CC(C(O)=O)(O)O[C@H]1[C@H](O)[C@H](O)CO)O N-acetylneuraminic acid cytidine-5'-monophosphate